(3,3-Difluorocyclobutyl)-2-(4-(6-(1-methyl-1H-pyrazol-4-yl)-4-(pyrazin-2-yl)pyrazolo[1,5-a]pyridin-3-yl)phenyl)acetamide FC1(CC(C1)C(C(=O)N)C1=CC=C(C=C1)C=1C=NN2C1C(=CC(=C2)C=2C=NN(C2)C)C2=NC=CN=C2)F